1-(2-((6-(1H-pyrazol-4-yl)benzo[d]thiazol-2-yl)amino)pyridin-4-yl)ethanol N1N=CC(=C1)C1=CC2=C(N=C(S2)NC2=NC=CC(=C2)C(C)O)C=C1